(R)-N-((S)-1'-(5-((2-amino-3-chloropyridin-4-yl)thio)-3-(hydroxymethyl)-6-methylpyrazin-2-yl)-1,3-dihydrospiro[inden-2,4'-piperidin]-1-yl)-2-methylpropan-2-sulfinamide NC1=NC=CC(=C1Cl)SC=1N=C(C(=NC1C)N1CCC2(CC1)[C@@H](C1=CC=CC=C1C2)N[S@](=O)C(C)(C)C)CO